NC1=NC=2C(=CC(=CC2C=2N1N=C(N2)CN[C@@H](C(F)(F)F)C2=CC=C(C=C2)C(C)(C)O)F)OC |o1:16| (R or S)-2-(4-(1-(((5-amino-9-fluoro-7-methoxy-[1,2,4]triazolo[1,5-c]quinazolin-2-yl)methyl)amino)-2,2,2-trifluoroethyl)phenyl)propan-2-ol